tert-butyl (1-(5-bromo-1-methyl-1H-imidazo[4,5-b]pyrazin-2-yl)-4-methylpiperidin-4-yl)carbamate BrC=1N=C2C(=NC1)N(C(=N2)N2CCC(CC2)(C)NC(OC(C)(C)C)=O)C